methyl 4-((2-((3-chlorophenyl)amino)-5-(piperidine-1-carbonyl) phenyl) amino)-4-oxobutanoate ClC=1C=C(C=CC1)NC1=C(C=C(C=C1)C(=O)N1CCCCC1)NC(CCC(=O)OC)=O